C1[C@H]([C@@H]([C@@H](C[C@]1(C(=O)O)OC(=O)/C=C/C2=CC(=C(C=C2)O)O)OC(=O)/C=C/C3=CC(=C(C=C3)O)O)O)O 1,5-Dicaffeoylquinic acid